S1CCCC=C1 Dihydrothiaine